2-aminomethyl-5,5-difluoro-1-Boc-piperidine NCC1N(CC(CC1)(F)F)C(=O)OC(C)(C)C